(S)-3-aminobutanoic acid methyl ester hydrochloride Cl.COC(C[C@H](C)N)=O